ClC=1C=C(NC2(CCC3(C4=CC=CC=C4C=4C=CC=CC34)CC2)C(=O)O)C=CC1 4-(3-Chloroanilino)spiro[cyclohexane-1,9'-fluorene]-4-carboxylic acid